C(=O)(OCC1C2=CC=CC=C2C2=CC=CC=C12)NCCN Mono-Fmocethylenediamine